C(C)(C)N1N(C2=NC(=NC=C2C1=O)S(=O)C)C1=NC(=CC(=C1)OCOC)C(C)(C)O 2-isopropyl-1-[6-(2-hydroxypropan-2-yl)-4-(methoxymethoxy)pyridin-2-yl]-6-methylsulfinyl-1,2-dihydro-3H-pyrazolo[3,4-d]pyrimidin-3-one